C1=CC=CC=2C3=CC=CC=C3N(C12)C=1C=C(C=C(C1)N1C2=CC=CC=C2C=2C=CC=CC12)C1=CC(=CC=C1)N1C2=C(C=3C=CC=CC13)C=NC=C2 3,5-di(9H-carbazol-9-yl)-3'-(5H-pyrido[4,3-b]indol-5-yl)-[1,1'-biphenyl]